C(C)(C)(C)OC(=O)N[C@H](C(=O)OCN1C=CC2=C1N=CN=C2C=2C=NN(C2)[C@H](CC#N)C2CCCC2)C2=CC=CC=C2 (4-(1-((R)-2-cyano-1-cyclopentylethyl)-1H-pyrazol-4-yl)-7H-pyrrolo[2,3-d]pyrimidin-7-yl)methyl (S)-2-((tert-butoxycarbonyl)amino)-2-phenylacetate